CN1C=NC(=C1)CNC1=C2C(=NC(=C1)N)C=C(S2)C2=CC=NN2 N7-((1-methyl-1H-imidazol-4-yl)methyl)-2-(1H-pyrazol-5-yl)thieno[3,2-b]pyridine-5,7-diamine